4-chloro-2,6-dimethylanilinium fluoroborate F[B-](F)(F)F.ClC1=CC(=C([NH3+])C(=C1)C)C